ClC=1C=CN2C(=CC=C(C12)C#N)C=1C=NC=CC1SC1CCC1 1-((3-(1-chloro-8-cyanoindolizin-5-yl)pyridin-4-yl)thio)cyclobutane